7-Fluoro-8-(5-fluoro-3-methyl-1H-indol-7-yl)-4,4,9-trimethyl-5H-[1,3]oxazolo[4,5-c]chinolin FC=1C(=C(C=2C3=C(C(NC2C1)(C)C)N=CO3)C)C=3C=C(C=C1C(=CNC31)C)F